4-chloro-N-(5-((4-fluorophenyl)ethynyl)-3-methylpyridin-2-yl)-1-(2-isobutyryl-2-azaspiro[3.3]heptan-6-yl)-1H-pyrazole-5-carboxamide ClC=1C=NN(C1C(=O)NC1=NC=C(C=C1C)C#CC1=CC=C(C=C1)F)C1CC2(CN(C2)C(C(C)C)=O)C1